C(C)(=O)[O-].C(C)N1C=[N+](C=C1)C 1-ethyl-3-methylimidazolium acetate salt